3-(4-(8-((adamantan-1-yl)amino)octyl)-6-fluoro-1-oxo-isoindolin-2-yl)piperidine-2,6-dione C12(CC3CC(CC(C1)C3)C2)NCCCCCCCCC2=C3CN(C(C3=CC(=C2)F)=O)C2C(NC(CC2)=O)=O